FC(C=1C=C2C=CC=C(C2=CC1)C1CCNCC1)(F)F 4-(6-(trifluoromethyl)naphthalen-1-yl)piperidine